2,6-Di-tert-butyl-4-(4,6-bis(octylsulfanyl)-1,3,5-triazin-2-ylamino)phenol C(C)(C)(C)C1=C(C(=CC(=C1)NC1=NC(=NC(=N1)SCCCCCCCC)SCCCCCCCC)C(C)(C)C)O